4-(1-Isopropyl-3-methyl-7-(4-((4-(methylsulfonyl)piperidin-1-yl)methyl)phenyl)-2-oxo-1,2,3,6-tetrahydroimidazo[4,5-d]pyrrolo[2,3-b]pyridin-8-yl)benzonitrile C(C)(C)N1C(N(C=2C1=C1C(=NC2)NC(=C1C1=CC=C(C#N)C=C1)C1=CC=C(C=C1)CN1CCC(CC1)S(=O)(=O)C)C)=O